C1(CC1)C(=O)[C@@H]1N(C(OC1)(C)C)C(=O)OC(C)(C)C tert-butyl (R)-4-(cyclopropanecarbonyl)-2,2-dimethyloxazolidine-3-carboxylate